1-(4-(5,7-Difluoro-6-hydroxy-1H-indazol-1-yl)phenyl)-3-methylazetidine-3-carbonitrile FC=1C=C2C=NN(C2=C(C1O)F)C1=CC=C(C=C1)N1CC(C1)(C#N)C